C(CCC)C1=CC=C(C(=O)C)C=C1 4-butylbenzoylmethane